FCC([C@H](CC(=O)OCC)NC(=O)[C@@]1(CC(=NO1)C1=NC=CC2=CC=CC=C12)C(C)C)=O ethyl (S)-5-fluoro-3-((R)-5-isopropyl-3-(isoquinolin-1-yl)-4,5-dihydroisooxazole-5-carboxamido)-4-oxopentanoate